FC1CN(CC1)CC=1C=C(C=C(C1)C(F)(F)F)NC(=O)C1=CSC=2CN(CCC21)C(=O)C2=CN=C1N2C=CC=C1 N-(3-((3-fluoropyrrolidin-1-yl)methyl)-5-(trifluoromethyl)phenyl)-6-(imidazo[1,2-a]pyridine-3-carbonyl)-4,5,6,7-tetrahydrothieno[2,3-c]pyridine-3-carboxamide